1,4-bis-(4-dodecylaminophenyl-1-cyanovinyl)benzene C(CCCCCCCCCCC)NC1=CC=C(C=C1)C=C(C#N)C1=CC=C(C=C1)C(=CC1=CC=C(C=C1)NCCCCCCCCCCCC)C#N